NC1=C(C=C(N=N1)C1=C(C=CC=C1)O)N1CC2CCC(C1)N2C2=CC(=NC=C2)C=CCN2CCCCCC2 2-[6-amino-5-[8-[2-[3-(azepan-1-yl)prop-1-enyl]-4-pyridyl]-3,8-diazabicyclo[3.2.1]octan-3-yl]pyridazin-3-yl]phenol